COC=1C=C2C(=NC=NC2=CC1OC)NC1=CC=C(C=C1)NC(=O)NC1=CC=C(C=C1)C(F)(F)F 1-(4-((6,7-dimethoxyquinazolin-4-yl)amino)phenyl)-3-(4-trifluoromethylphenyl)urea